trans-1-bromo-3-(trifluoromethyl)cyclobutane Br[C@@H]1C[C@H](C1)C(F)(F)F